OC=1C=C(C=CC1)C1C(=C(NC=2CC(CC(C12)=O)C1=C(C=CC=C1)OC)C)C(=O)OC1CCCCC1 cyclohexyl 4-(3-hydroxyphenyl)-7-(2-methoxyphenyl)-2-methyl-5-oxo-1,4,5,6,7,8-hexahydroquinoline-3-carboxylate